The molecule is an anthracycline cation that is the conjugate acid of aclacinomycin Y, obtained by protonation of the tertiary amino group. It is a conjugate acid of an aclacinomycin Y and an aclacinomycin Y zwitterion. CC[C@]1(C[C@@H](C2=C(C3=C(C=C2[C@H]1C(=O)OC)C(=O)C4=C(C3=O)C(=CC=C4)O)O)O[C@H]5C[C@@H]([C@@H]([C@@H](O5)C)O[C@H]6C[C@@H]([C@@H]([C@@H](O6)C)O[C@H]7C=CC(=O)[C@@H](O7)C)O)[NH+](C)C)O